ClC1=C(C=CC(=C1)F)C1=CNC(C2=CC(=CC=C12)O[C@@H](C(=O)N1CCC(CC1)C(=O)O)C)=O (R)-1-(2-((4-(2-chloro-4-fluorophenyl)-1-oxo-1,2-dihydroisoquinolin-7-yl)oxy)propanoyl)piperidine-4-carboxylic acid